C12CN(CC(CC1)N2)C=2OC=1C(N2)=C(C=CC1C=1SC=CN1)O 2-(3,8-diazabicyclo[3.2.1]octan-3-yl)-7-(thiazol-2-yl)benzo[d]oxazol-4-ol